N1(CCNCC1)C=1C=CC(=NC1)C(=O)N 5-(piperazin-1-yl)pyridineamide